2-(5-(5-(3,5-difluorophenyl)-4,5-dihydro-1H-pyrazole-1-carbonyl)hexahydrocyclopenta[c]pyrrole-2(1H)-yl)pyrimidine-4-carboxamide FC=1C=C(C=C(C1)F)C1CC=NN1C(=O)C1CC2C(CN(C2)C2=NC=CC(=N2)C(=O)N)C1